3-(4-hydroxyphenyl)-4-(4-fluoro-3-methylphenyl)chroman-7-ol OC1=CC=C(C=C1)C1COC2=CC(=CC=C2C1C1=CC(=C(C=C1)F)C)O